ClC=1C=C(C=CC1)C(CCCCCOB([O-])[O-])(C1=CC(=CC=C1)Cl)C1=CC(=CC=C1)Cl.C[N+](CCCC1=CC=CC=C1)(C)CCCCCCCCCCCCCCCC.C[N+](C)(CCCC1=CC=CC=C1)CCCCCCCCCCCCCCCC N,N-dimethyl-N-(3-phenylpropyl)hexadecylammonium tris(3-chlorophenyl)hexyl-borate